C(C1=CC=CC=C1)N(CC1=CC=CC=C1)O N,N-dibenzylhydroxyamine